ClC1=C(C=C(C=C1)C#N)C=1NC2=CC(=C(C(=C2C(C1)=O)F)C=1C(=CC(=C(C(=O)N(C)C)C1)F)F)F 5-(2-(2-chloro-5-cyanophenyl)-5,7-difluoro-4-oxo-1,4-dihydroquinolin-6-yl)-2,4-difluoro-N,N-dimethylbenzamide